C1N(CC2=CC=CC=C12)CC1=CC(C(=CO1)OCC1=CC=C(C(=O)NC(COC(C)=O)(C)C)C=C1)=O Acetic acid 2-(4-(((6-(isoindolin-2-ylmethyl)-4-oxo-4H-pyran-3-yl) oxy) methyl) benzoylamino)-2-methylpropyl ester